FC=1C=CC(=C2C=NNC12)C1=C(C(NC2=C3C=CC=NC3=C(C=C12)OC(F)(F)F)=O)[N+]1=CC=CC=C1 4-(7-fluoro-1H-indazol-4-yl)-3-pyridin-1-ium-1-yl-6-(trifluoromethoxy)-1H-1,7-phenanthrolin-2-one